methyl-(2,2,2-trifluoroethyl)amine hydrochloride Cl.CNCC(F)(F)F